N-(2,6-dimethylpiperidin-4-yl)-2-(1-phenyl-1H-pyrazol-4-yl)-N-(propan-2-yl)-1,3-thiazole-4-carboxamide CC1NC(CC(C1)N(C(=O)C=1N=C(SC1)C=1C=NN(C1)C1=CC=CC=C1)C(C)C)C